(S)-5-(6-(difluoromethyl)-5-methylpyridin-3-yl)-9-fluoro-3-methyl-2,3-dihydrobenzo[f][1,4]oxazepine FC(C1=C(C=C(C=N1)C1=N[C@H](COC2=C1C=CC=C2F)C)C)F